8-{(5-Chloropyrimidin-2-yl)oxy}chroman-3-amine hydrochloride Cl.ClC=1C=NC(=NC1)OC=1C=CC=C2CC(COC12)N